C(C)(C)(C)OC(=O)N1CCC(CC1)CC(O)C#N 4-(2-cyano-2-hydroxyethyl)piperidine-1-carboxylic acid tert-butyl ester